(1S,3R)-1-[4-[2-[3-(fluoromethyl)azetidin-1-yl]ethoxy]phenyl]-3-methyl-2-methylsulfonyl-1,3,4,9-tetrahydropyrido[3,4-b]indole FCC1CN(C1)CCOC1=CC=C(C=C1)[C@@H]1N([C@@H](CC2=C1NC1=CC=CC=C21)C)S(=O)(=O)C